BrC1=CC2=C(OC[C@@H](C(N2C)=O)NC(=O)N2N=CC(=C2)CC2=NC(=CC=C2)C(F)(F)F)C=C1 (S)-N-(7-Bromo-5-methyl-4-oxo-2,3,4,5-tetrahydrobenzo[b][1,4]oxazepin-3-yl)-4-((6-(trifluoromethyl)pyridin-2-yl)methyl)-1H-pyrazole-1-carboxamide